bis-2-pyridylmethanone N1=C(C=CC=C1)C(=O)C1=NC=CC=C1